6-Chloro-3-(3-(4-chloro-3,5-dimethylphenoxy)propyl)-1-(2-(4-(3-((2-(2,6-dioxopiperidin-3-yl)-1,3-dioxoisoindolin-4-yl)amino)propyl)piperazin-1-yl)ethyl)-1H-indole-2-carboxylic acid ClC1=CC=C2C(=C(N(C2=C1)CCN1CCN(CC1)CCCNC1=C2C(N(C(C2=CC=C1)=O)C1C(NC(CC1)=O)=O)=O)C(=O)O)CCCOC1=CC(=C(C(=C1)C)Cl)C